Sodium 1-(4-(4-((3-(3,6-difluoropyridin-2-yl)-1-(trans-4-ethoxycyclohexyl)-1H-pyrazol-4-yl)carbamoyl)thiazol-2-yl)-1H-pyrazol-1-yl)ethyl Phosphate P(=O)(OC(C)N1N=CC(=C1)C=1SC=C(N1)C(NC=1C(=NN(C1)[C@@H]1CC[C@H](CC1)OCC)C1=NC(=CC=C1F)F)=O)([O-])[O-].[Na+].[Na+]